FC1=C(C=C(C(=C1)OC)[N+](=O)[O-])C=1C=NN(C1)C 4-(2-fluoro-4-methoxy-5-nitrophenyl)-1-methyl-1H-pyrazole